CN1N=CC(=C1)C1=CC(=NC(=N1)C=1C=NN(C1)C)C(=O)O 6-(1-methyl-1H-pyrazol-4-yl)-2-(1-methylpyrazol-4-yl)pyrimidine-4-carboxylic acid